(1S,2S)-2-(8-(2-(pyridin-4-yl)pyrido[3,4-d]pyrimidin-4-yl)-2,8-diazaspiro[4.5]decan-2-yl)cyclobutan-1-ol Isopropyl-(S)-6-diazo-2-(2,2-dichloroacetamido)-5-oxohexanoate C(C)(C)[C@](C(=O)O[C@@H]1[C@H](CC1)N1CC2(CC1)CCN(CC2)C=2C1=C(N=C(N2)C2=CC=NC=C2)C=NC=C1)(CCC(C=[N+]=[N-])=O)NC(C(Cl)Cl)=O